COCCOCOC1=CC=C2C(CC(OC2=C1)(C)C)=O 7-((2-methoxyethoxy)methoxy)-2,2-dimethylchroman-4-one